(3S,4S)-4-[3-[5-chloro-2-(difluoromethoxy)phenyl]-4-[pyrazolo[1,5-a]pyrimidin-3-ylamino]-1H-pyrazol-1-yl]-3-hydroxypiperidine-1-carboxylic acid tert-butyl ester C(C)(C)(C)OC(=O)N1C[C@@H]([C@H](CC1)N1N=C(C(=C1)NC=1C=NN2C1N=CC=C2)C2=C(C=CC(=C2)Cl)OC(F)F)O